(2S)-2-[(4R)-2-oxo-4-propylpyrrolidin-yl]butanamide O=C1N(C[C@@H](C1)CCC)[C@H](C(=O)N)CC